(R)-14-((tert-butoxycarbonyl)amino)-1-carboxy-13-oxo-3,6,9-trioxa-12-azapentadecane-15-sulfonate C(C)(C)(C)OC(=O)N[C@H](C(NCCOCCOCCOCCC(=O)O)=O)CS(=O)(=O)[O-]